Z-caprylate C(CCCCCCC)(=O)[O-]